ClC1=CC=CC=2C(=COC21)C[C@@H](B2O[C@]1([C@@H]3C([C@H](C[C@H]1O2)C3)(C)C)C)NC(=O)[C@H]3[C@@H]2CC[C@H](C3)O2 (1S,2R,4R)-7-Oxabicyclo[2.2.1]heptane-2-carboxylic acid [(R)-2-(7-chloro-benzofuran-3-yl)-1-((1S,2S,6R,8S)-2,9,9-trimethyl-3,5-dioxa-4-bora-tricyclo[6.1.1.02,6]dec-4-yl)-ethyl]-amide